3-methyl-3-methoxymethyl-oxetane CC1(COC1)COC